NCC#CC1=C(C(=O)OC)C=CC(=C1)N1CC2CNCC2C1 methyl 2-(3-aminoprop-1-yn-1-yl)-4-(hexahydropyrrolo[3,4-c]pyrrol-2(1H)-yl)benzoate